O1C(=NC=C1)CN1CCC(CC1)C(=O)NC=1N=CC2=CC=C(C=C2C1)C1=CN=CS1 1-(oxazol-2-ylmethyl)-N-(6-(thiazol-5-yl)isoquinolin-3-yl)piperidine-4-carboxamide